2-(tert-butylamino)-4-((1R,3S)-3-hydroxycycloheptylamino)pyrimidine-5-carbonitrile C(C)(C)(C)NC1=NC=C(C(=N1)N[C@H]1C[C@H](CCCC1)O)C#N